FC(OC1=NC=C(C=C1S(=O)(=O)Cl)F)F 2-(difluoromethoxy)-5-fluoro-pyridine-3-sulfonyl chloride